(6R,13S)-9-fluoro-13-hydroxy-2,11,15,19,20,23-hexazapentacyclo[15.5.2.17,11.02,6.020,24]pentacosa-1(23),7,9,17(24),18,21-hexaene-16,25-dione FC=1C=C2[C@H]3CCCN3C=3C=CN4N=CC(C(NC[C@@H](CN(C1)C2=O)O)=O)=C4N3